C(C1=CC=CC=C1)OC=1C(C(=CN2N([C@@H](C\C=C/[C@@H](NC(C21)=O)C)C)C(=O)OC(C)(C)C)C(NCC2=C(C=C(C=C2F)F)F)=O)=O tert-butyl (2R,6S,Z)-9-(benzyloxy)-2,6-dimethyl-8,10-dioxo-11-((2,4,6-trifluorobenzyl) carbamoyl)-2,3,6,7,8,10-hexahydro-1H-pyrido[1,2-b][1,2,5]triazecine-1-carboxylate